2-phenyl-N-(pyridin-3-yl)imidazo[1,2-b]pyridazine-8-carboxamide C1(=CC=CC=C1)C=1N=C2N(N=CC=C2C(=O)NC=2C=NC=CC2)C1